(R)-2-amino-6-borono-2-[2-(piperidin-1-yl)ethyl]hexanoic acid N[C@](C(=O)O)(CCCCB(O)O)CCN1CCCCC1